ClC=1C=CC2=C(C[C@H](CC=3N2C(=NN3)[C@@H]3CC[C@H](CC3)OC3=NC=CC=C3)NC(C(C)C)=O)C1 N-{(5R)-8-chloro-1-[trans-4-(pyridin-2-yloxy)cyclohexyl]-5,6-dihydro-4H-[1,2,4]triazolo[4,3-a][1]benzazepin-5-yl}-2-methylpropanamide